benzo[d][1,3]dioxol-5-ylmethanol O1COC2=C1C=CC(=C2)CO